ClC=1C=C2C(N(C(C2=CC1)=O)C1C(NC(CC1)=O)=O)=O 5-chloro-2-(2,6-dioxopiperidin-3-yl)isoindoline-1,3-dione